N(=[N+]=[N-])[C@H](C(=O)N1[C@@H](C[C@H](C1)O)C(=O)N[C@@H](CN(C)C)C1=CC=C(C=C1)C1=C(N=CS1)C)C(C)C (4R)-1-[(2S)-2-azido-3-methylbutanoyl]-N-{(1R)-2-(dimethylamino)-1-[4-(4-methyl-1,3-thiazol-5-yl)phenyl]ethyl}-4-hydroxy-L-prolinamide